[I-].FC1=CC=CC=2[N+](=C(SC21)C=CC2=CC=C(C=C2)N2CCCCC2)C 7-fluoro-3-methyl-2-(4-(piperidin-1-yl)styryl)benzo[d]thiazol-3-ium iodide